1-(5-(5-chloro-2-methoxypyridin-4-yl)-1H-pyrazole-3-carbonyl)-N-(1-(4-chlorophenoxy)propan-2-yl)piperidine-4-carboxamide ClC=1C(=CC(=NC1)OC)C1=CC(=NN1)C(=O)N1CCC(CC1)C(=O)NC(COC1=CC=C(C=C1)Cl)C